CC1=C(C=CC=C1)C1=CC(=C(C=C1)N1C[C@H](CC1)OC1=NC=C(C=C1)C(F)(F)F)CO (S)-(2'-methyl-4-(3-(5-(trifluoromethyl)pyridin-2-yloxy)pyrrolidin-1-yl)biphenyl-3-yl)methanol